bis{4-(2,2,6,6-tetramethyl-1-undecyloxy) piperidyl} carbonate C(ON1CCC(CC1)OCC(CCCC(CCCCC)(C)C)(C)C)(ON1CCC(CC1)OCC(CCCC(CCCCC)(C)C)(C)C)=O